6-(3-chloro-5-fluorophenyl)-8-(trifluoromethyl)-1,4,5,6-tetrahydropyrrolo[2,3-g]indazole ClC=1C=C(C=C(C1)F)N1C=C(C2=C1CCC=1C=NNC21)C(F)(F)F